methyl-2-oxabicyclo[2.1.1]hexan CC12OCC(C1)C2